N1=C(N=CC=C1)C1(C2CCN(CC12)C1=NC=2C(=NC=C(N2)SC=2C(=NC=CC2)C(F)(F)F)N1)CNC(OCC1=CC=CC=C1)=O benzyl ((7-(pyrimidin-2-yl)-3-(5-((2-(trifluoromethyl)pyridin-3-yl)thio)-1H-imidazo[4,5-b]pyrazin-2-yl)-3-azabicyclo[4.1.0]heptan-7-yl)methyl)carbamate